C=CC(=O)OCC(CC(C(C(C(C(C(F)(F)F)(F)F)(F)F)(F)F)(F)F)(F)F)O 3-perfluorohexyl-2-hydroxypropyl acrylate